[K].S(=O)(=O)(O)CCCOC1=CC=CC=C1 phenyl 3-sulfopropyl ether potassium